3-(4-(((1H-indazol-5-yl)amino)-5-methylpyrimidin-2-yl)phenyl)-N-isopropyl-Acrylamide N1N=CC2=CC(=CC=C12)NC1=NC(=NC=C1C)C1=CC=C(C=C1)C=CC(=O)NC(C)C